Sodium 2-[methyloleoylamino]ethane CN(CC)C(CCCCCCC\C=C/CCCCCCCC)=O.[Na]